p-toluenesulfonic acid-pyridinium salt [NH+]1=CC=CC=C1.CC1=CC=C(C=C1)S(=O)(=O)[O-]